BrC1=CN=CC2=C1OC1(C(N2)=O)COCC1 8'-Bromo-4,5-dihydro-2H-spiro[furan-3,2'-pyrido[4,3-b][1,4]oxazin]-3'(4'H)-one